8-[(2S,SR)-4-[(4-acetyl-3,4-dihydro-2H-1,4-benzoxazin-8-yl)methyl]-2,5-dimethylpiperazin-1-yl]-5-methyl-6-oxo-5,6-dihydro-1,5-naphthyridine-2-carbonitrile C(C)(=O)N1CCOC2=C1C=CC=C2CN2C[C@@H](N(C[C@@H]2C)C2=CC(N(C=1C=CC(=NC21)C#N)C)=O)C |&1:19|